5-(tert-butyl)-N-(1-(4-(2-(cyclopropanecarboxamido)pyridin-4-yl)-5-fluoro-2-methylphenyl)ethyl)-1,2,4-oxadiazole-3-carboxamide C(C)(C)(C)C1=NC(=NO1)C(=O)NC(C)C1=C(C=C(C(=C1)F)C1=CC(=NC=C1)NC(=O)C1CC1)C